2-amino-4-ethoxy-1,3-benzothiazole-6-carboxylic acid methyl ester COC(=O)C1=CC2=C(N=C(S2)N)C(=C1)OCC